4-[5-(2-aminoethyl)pyrimidin-2-yl]-3-(6-cyclopropyloxy-2-methylpyrimidin-4-yl)oxybenzonitrile NCCC=1C=NC(=NC1)C1=C(C=C(C#N)C=C1)OC1=NC(=NC(=C1)OC1CC1)C